(S*)-1-(11H-benzo[2,3][1,4]dioxepino[6,5-b]pyridin-11-yl)-N-methylmethanamine N1=C2C(=CC=C1)OC1=C(O[C@H]2CNC)C=CC=C1 |o1:10|